1-tert-butyl-3-{1,4-dioxaspiro[4.4]non-7-yl}-1H-pyrazol-5-amine C(C)(C)(C)N1N=C(C=C1N)C1CC2(OCCO2)CC1